NC1=CC=C(C=C1)S(=O)(=O)CP(OCC)(OCC)=O diethyl (((4-aminophenyl)sulfonyl)methyl)phosphonate